C(C)N(C1=CC=C2C=C(C(OC2=C1)=S)C1SCCS1)CC 7-(diethylamino)-3-(1,3-dithiolan-2-yl)thiocoumarin